BrC=1C(=C(C=2C(=NC=NC2C1)N)NCC1=CC=C(C=C1)OC)F 7-bromo-6-fluoro-N5-(4-methoxybenzyl)quinazoline-4,5-diamine